3-(4-bromophenyl)-6-oxa-3-azabicyclo[3.1.1]heptane BrC1=CC=C(C=C1)N1CC2OC(C1)C2